ClC=1C=C2C(N(C=NC2=CC1)C[C@@H]1CCN(CC12CCCC2)C(=O)OC(C)(C)C)=O tert-Butyl (R)-10-((6-chloro-4-oxoquinazolin-3(4H)-yl)methyl)-7-azaspiro[4.5]decane-7-carboxylate